COC(=O)[C@H]1N(C[C@H](C1)OS(=O)(=O)C)C(C1=CC=CC=C1)(C1=CC=CC=C1)C1=CC=CC=C1 (2s,4s)-4-methylsulfonyloxy-1-trityl-pyrrolidine-2-carboxylic acid methyl ester